1-(4-(2-chloro-4-fluorobenzyl)-3-oxo-3,4-dihydro-2H-benzo[b][1,4]oxazin-7-yl)-3-(1H-indol-6-yl)urea ClC1=C(CN2C3=C(OCC2=O)C=C(C=C3)NC(=O)NC3=CC=C2C=CNC2=C3)C=CC(=C1)F